BrC1=CC(=C(CC2=NC3=C(N2CC2(CC2)CO)C=C(C=C3)C(=O)OC)C=C1)F methyl 2-(4-bromo-2-fluorobenzyl)-1-((1-(hydroxymethyl) cyclopropyl) methyl)-1H-benzo[d]imidazole-6-carboxylate